C(N)(OC1=NC=C(C=C1C(C)(C)C)C1=NC=2C3=C(C=NC2C=C1)N(C(N3C3=CC=C(C=C3)C(C)(C)C#N)=O)C)=O (tert-butyl 5-(1-(4-(2-cyanopropan-2-yl) phenyl)-3-methyl-2-oxo-2,3-dihydro-1H-imidazo[4,5-c][1,5]naphthyridin-8-yl) pyridin-2-yl) carbamate